FC=1C(=C(C2=C(C(N3[C@@H](CO2)C[C@@H](C3)OC3=NC=C2CCC(NC2=C3)=O)=O)C1OC(C)C)F)C (2S,11aR)-7,9-difluoro-6-isopropoxy-8-methyl-2-((2-oxo-1,2,3,4-tetrahydro-1,6-naphthyridine-7-yl)oxy)-2,3,11,11a-tetrahydro-1H,5H-benzo[f]pyrrolo[2,1-c][1,4]oxazepin-5-one